N1(CCOCC1)C=1C2=C(N=CN1)N(C(=C2)C2=CC=C(C=C2)NC(=O)[C@H]2CN(CC2)C(=O)OC(C)(C)C)COCC[Si](C)(C)C tert-butyl (3R)-3-({4-[4-(morpholin-4-yl)-7-{[2-(trimethylsilyl)ethoxy]methyl}-7H-pyrrolo[2,3-d]pyrimidin-6-yl]phenyl}carbamoyl)pyrrolidine-1-carboxylate